4-((5-(((6-Amino-4-(trifluoromethyl)pyridin-2-yl)methoxy)methyl)-2-methoxy-3-(1-methyl-1H-1,2,4-triazol-3-yl)phenyl)amino)-6-chloro-N-(methyl-d3)nicotinamide NC1=CC(=CC(=N1)COCC=1C=C(C(=C(C1)NC1=CC(=NC=C1C(=O)NC([2H])([2H])[2H])Cl)OC)C1=NN(C=N1)C)C(F)(F)F